C(C)(C)(C)OC(=O)N1C2CN(CC1C2)C=2OC1=C(N2)C(=CC=C1C=1SC=CN1)OC1=NC=CN=C1.N1N=NN=C1C1=C(C=CC=C1)C1=CC=C(C=C1)CN1C=NC=C1 (2'-(1H-tetrazol-5-yl)biphenyl-4-yl)methyl-1H-imidazole tert-Butyl-3-(4-(pyrazin-2-yloxy)-7-(thiazol-2-yl)benzo[d]oxazol-2-yl)-3,6-diazabicyclo[3.1.1]heptane-6-carboxylate